(2-diphenylphosphanyl-1-methyl-ethyl)-diphenyl-phosphane C1(=CC=CC=C1)P(CC(C)P(C1=CC=CC=C1)C1=CC=CC=C1)C1=CC=CC=C1